C1(CC1)N1C(=NC2=C1C=C(C=C2)C2=NC(=NC=C2F)Cl)C 1-cyclopropyl-2-methyl-6-(2-chloro-5-fluoropyrimidin-4-yl)-1H-benzo[d]imidazole